dimethyl (Z)-but-enedioate C(\C=C/C(=O)OC)(=O)OC